(4-(5-(2-(tert-butyl)pyridin-4-yl)isoquinolin-7-yl)-3-chlorophenyl)(4-hydroxypiperidin-1-yl)methanone C(C)(C)(C)C1=NC=CC(=C1)C1=C2C=CN=CC2=CC(=C1)C1=C(C=C(C=C1)C(=O)N1CCC(CC1)O)Cl